4-((4-bromo-2,6-difluorobenzyl)amino)-6,7-dimethoxyquinoline-3-carboxylic acid ethyl ester C(C)OC(=O)C=1C=NC2=CC(=C(C=C2C1NCC1=C(C=C(C=C1F)Br)F)OC)OC